COC1=C(C=C(C=C1)CC(=O)O)CCN[C@@H]([C@H]1CNC2=C(N1)N=CC=C2)C2=CC=CC=C2 [4-methoxy-3-[2-[[(R)-phenyl-[(3R)-1,2,3,4-tetrahydropyrido[2,3-b]pyrazin-3-yl]methyl]amino]ethyl]phenyl]acetic acid